PYRAZOLO[4,3-E]TETRAZOLO[4,5-B][1,2,4]TRIAZINE N1=NNN2N=C3C(N=C21)=CN=N3